C(#N)C=1C=C(C=CC1)CO (3-Cyanophenyl)methanol